O1C=CN=CC(C1)=O [1,4]oxazepin-6(7H)-one